(R)-2-isocyanato-3-phenylpropionic acid methyl ester COC([C@@H](CC1=CC=CC=C1)N=C=O)=O